C(C)OC(C1C(CC2(CCC2)CC1)(O)C12CC(C1)(C2)C(F)F)OCC 7-(diethoxymethyl)-6-(3-(difluoromethyl)bicyclo[1.1.1]pentan-1-yl)spiro[3.5]nonan-6-ol